NC1=C(C=NC=C1)OC1=NN(C2=NC(=CN=C21)N2CCC(CC2)(C)NC(OC(C)(C)C)=O)CC2=CC=C(C=C2)OC tert-butyl (1-(3-((4-aminopyridin-3-yl)oxy)-1-(4-methoxybenzyl)-1H-pyrazolo[3,4-b]pyrazin-6-yl)-4-methylpiperidin-4-yl)carbamate